ClC1=C(C(=NN1C)C1=NOC(=C1)C)CN1C[C@@]2(CC1)CN(CC2)CCC(C)(C)C (S)-3-(5-Chloro-4-((7-(3,3-dimethylbutyl)-2,7-diazaspiro[4.4]nonan-2-yl)methyl)-1-methyl-1H-pyrazol-3-yl)-5-methylisoxazole